CN1C(=NC=C1)CC(C(=O)O)NC(=O)C1=NC=CN=C1 3-(1-methyl-1H-imidazol-2-yl)-2-(pyrazine-2-carboxamido)propanoic acid